(E)-2-oxoimidazoline-1-carboxamide O=C1N(CCN1)C(=O)N